NC=1C=C(C=CC1OC(F)(F)F)S(=O)(=O)NC1(CNCC1)C1=CC=C(C=C1)F 3-amino-N-(3-(4-fluorophenyl)pyrrolidin-3-yl)-4-(trifluoromethoxy)benzenesulfonamide